N1CC(CCCC1)NC=1C2=C(N=CC1)NC=C2C=2C=NC=NC2 N-(azepan-3-yl)-3-pyrimidin-5-yl-1H-pyrrolo[2,3-b]pyridin-4-amine